FC(C(=O)O)(F)F.ClC1=C2C=CNC2=C(C=C1)C=1SC2=C(N1)SC(=N2)N(C)C2CC(N(CC2)C)C 5-(4-Chloro-1H-indol-7-yl)-N-(1,2-dimethylpiperidin-4-yl)-N-methyl[1,3]thiazolo[5,4-d][1,3]thiazol-2-amin Trifluoroacetat